ClC1=CN=C(C=C1C(=O)OC)C1=C(C=C(C(=C1)O[C@H](C(F)(F)F)C)C(NC1=C(C=CC=C1F)Cl)=O)F methyl (S)-5-chloro-2-(4-((2-chloro-6-fluorophenyl)carbamoyl)-2-fluoro-5-((1,1,1-trifluoropropan-2-yl)oxy)phenyl)isonicotinate